FC(C1=CC=C(OC2=C3C=CNC3=CC=C2)C=C1)(F)F 4-(4-(trifluoromethyl)phenoxy)-1H-indole